thiaazepine S1N=CC=CC=C1